(4R-cis)-2,2-dimethyl-6-(2-aminoethyl)-1,3-dioxane CC1(OC(CCO1)CCN)C